C(CCCCCCCCCCCCCCC(C)C)(=O)OCCOCCOC(CCCCCCCCCCCCCCC(C)C)=O diethylene glycol diisostearate